NC1=C2C(=C3C(=N1)C(=C(N3COCC[Si](C)(C)C)C(=O)N([C@@H]3COCC1=CC(=CC=C31)C(F)(F)F)C)C#N)COC2 (S)-5-amino-3-cyano-N-methyl-N-(7-(trifluoromethyl)isochroman-4-yl)-1-((2-(trimethylsilyl)ethoxy)methyl)-6,8-dihydro-1H-furo[3,4-d]pyrrolo[3,2-b]pyridine-2-carboxamide